N[C@H]([C@@H](CC1=C(C=CC2=C1N(C(O2)=O)C)S(=O)(=O)NCC(C)C)O)CC2=CC(=CC=C2)[N+](=O)[O-] ((2R,3S)-3-amino-2-hydroxy-4-(3-nitrophenyl)butyl)-N-isobutyl-3-methyl-2-oxo-2,3-dihydrobenzo[d]oxazole-5-sulfonamide